C(#N)[C@H](CC)NC(=O)C1=CC=C(C=C1)C1=NC(=NC=C1C)NC=1C=NN(C1)C1CCN(CC1)C(=O)OCC1=CC=CC=C1 (S)-Benzyl 4-(4-((4-(4-((1-cyanopropyl)carbamoyl)phenyl)-5-methylpyrimidin-2-yl)amino)-1H-pyrazol-1-yl)piperidine-1-carboxylate